C(C=C)OCC=C.[Ge] germanium allyloxide